quinolinyl carbamate C1=CC=C2C(=C1)C=CC(=N2)OC(=O)N